2-(4-(pyrazolo[1,5-a]pyrimidin-7-yl)cyclohexyl)propionic acid N1=CC=C2N1C(=CC=N2)C2CCC(CC2)C(C(=O)O)C